[Ir](Cl)(Cl)Cl Iridium(III) Chlorid